N-isobutyl-4-(1,7-diaza-7-spiro[4.4]nonyl)-5-(3,5-difluorophenyl)nicotinamide C(C(C)C)NC(C1=CN=CC(=C1N1CC2(CCCN2)CC1)C1=CC(=CC(=C1)F)F)=O